(trifluoromethyl)pyrido[4,3-d]pyrimidin FC(F)(F)C=1N=CC2=C(N1)C=CN=C2